2-(N-acetyl-3,5-difluoroanilino)-5-methyl-N-[(3R)-spiro[3.4]octan-3-yl]-thiazole-4-carboxamide C(C)(=O)N(C1=CC(=CC(=C1)F)F)C=1SC(=C(N1)C(=O)N[C@@H]1CCC12CCCC2)C